BrC=1C=C(C(=NC1OC)/C=C/N(C)C)[N+](=O)[O-] (E)-2-(5-bromo-6-methoxy-3-nitropyridin-2-yl)-N,N-dimethylethen-1-amine